Cl.CC(C)N1C2C3=CC=CC=C3C1C=C2 11-(prop-2-yl)-11-azatricyclo[6.2.1.02,7]Undec-2,4,6,9-tetraene hydrochloride